Cl.N[C@H](C(=O)N(C)[C@H]1CC[C@@H](C2=CC=CC=C12)C1=CC(=C(C=C1)Cl)Cl)C (S)-2-amino-N-((1S,4R)-4-(3,4-dichlorophenyl)-1,2,3,4-tetrahydronaphthalen-1-yl)-N-methylpropanamide hydrochloride